[Cl-].C(=O)(O)C1C(CCC2=CC=C(C=C12)OC1=CC=CC2=CC=CC(=C12)F)[NH3+] carboxy-7-((8-fluoronaphthalen-1-yl)oxy)-1,2,3,4-tetrahydronaphthalene-2-aminium chloride